4-((7-(azetidin-1-yl)-5-methyl-[1,2,4]triazolo[1,5-a]pyrimidin-6-yl)methyl)benzenesulfonamide N1(CCC1)C1=C(C(=NC=2N1N=CN2)C)CC2=CC=C(C=C2)S(=O)(=O)N